1-(5-fluoro-2-pyridinyl)-2-methoxy-ethanone FC=1C=CC(=NC1)C(COC)=O